N1=CC=C(C=C1)C=1N=C(C2=C(N1)C(=NC=C2)CC(F)(F)F)N2CCC1(CCNC1)CC2 2-(Pyridin-4-yl)-4-(2,8-diazaspiro[4.5]decan-8-yl)-8-(2,2,2-trifluoroethyl)pyrido[3,4-d]pyrimidine